C[N+]1=CN([C@H]2[C@H](O)[C@H](O)[C@@H](CO)O2)C=2N=CN=C(C12)N 7-methyladenosine